OC1CCN(CC1)C=1C=CC(=NC1)NC=1C=CC(=C2C(NC(C12)=O)C)C1=C2C(=NC=C1)N(C=C2)C 7-((5-(4-hydroxypiperidin-1-yl)pyridin-2-yl)amino)-3-methyl-4-(1-methyl-1H-pyrrolo[2,3-b]pyridin-4-yl)isoindoline-1-one